CN1CCC(CC1)C(=O)NC=1NN=C2C=CC(=CC12)C1=CC(=CC=C1)NC(C=C)=O 1-methyl-N-[5-[3-(prop-2-enoylamino)phenyl]-2H-indazol-3-yl]piperidine-4-carboxamide